1-(11-hydroxyundecyl)-1,2,3,4-tetrahydropyrimidine-2,4-dione OCCCCCCCCCCCN1C(NC(C=C1)=O)=O